5-(5-chloro-2-(2-fluoroacetyl)phenyl)-6-methoxy-2-(4-methoxybenzyl)pyridazin-3(2H)-one ClC=1C=CC(=C(C1)C1=CC(N(N=C1OC)CC1=CC=C(C=C1)OC)=O)C(CF)=O